CC(C#CC)C 4-methyl-2-pentyne